N1C=CC=2C1=NC=CC2C(C)OC=2C=C1C(=NNC1=CC2)C=2C=CC(=NC2)N2CC=1N(CC2)N=CN1 7-(5-(5-(1-(1H-pyrrolo[2,3-b]pyridin-4-yl)ethoxy)-1H-indazol-3-yl)pyridin-2-yl)-5,6,7,8-tetrahydro-[1,2,4]triazolo[1,5-a]pyrazine